tert-butyl (R)-3-((ethyl((S)-5,6,7,8-tetrahydroquinolin-8-yl)amino)methyl)-5-morpholino-3,4-dihydroisoquinoline-2(1H)-carboxylate C(C)N([C@H]1CCCC=2C=CC=NC12)C[C@@H]1N(CC2=CC=CC(=C2C1)N1CCOCC1)C(=O)OC(C)(C)C